ClC1=CC(=NC=C1)N1C=C(C2=C1N=CN=C2N2[C@H](CN(CC2)C(=O)OC(C)(C)C)C)I tert-butyl (S)-4-(7-(4-chloropyridin-2-yl)-5-iodo-7H-pyrrolo[2,3-d]pyrimidin-4-yl)-3-methylpiperazine-1-carboxylate